NC=1C=C(C(=O)NC=2C=C(C=CC2O)C2(C3=CC=CC=C3C=3C=CC=C(C23)CCC(=O)SCCNC(CCNC([C@@H](C(COP(OP(OC[C@@H]2[C@H]([C@H]([C@@H](O2)N2C=NC=3C(N)=NC=NC23)O)OP(=O)(O)O)(=O)O)(=O)O)(C)C)O)=O)=O)C2=CC(=C(C=C2)O)NC(C2=CC(=CC=C2)N)=O)C=CC1 9,9-bis[N-(3-aminobenzoyl)-3-amino-4-hydroxyphenyl]FluorenePropionyl-coA